C1CC(CC(C1)C(=O)O)C(=O)O cyclohexane-3,5-dicarboxylic acid